(3,2)-bipyridine N1=CC(=CC=C1)C1=NC=CC=C1